(R)-azetidin-3-yl-(2-methylmorpholino)methanone N1CC(C1)C(=O)N1C[C@H](OCC1)C